tert-butyl 4-methyl-4-[(2-phenylacetyl)amino]piperidine-1-carboxylate CC1(CCN(CC1)C(=O)OC(C)(C)C)NC(CC1=CC=CC=C1)=O